FC1=CC=C(C=C1)C1=NN(C=C1C=1C2=C(N=CN1)OC(=C2)C2=CC=CC=C2)[C@@H]2COCC2 (S)-4-{3-(4-Fluorophenyl)-1-[(3S)-oxolan-3-yl]-1H-pyrazol-4-yl}-6-phenylfuro[2,3-d]pyrimidine